tert-butyl (cis)-4-({5-[N-(4-bromo-2-cyclopropyl-5-methylphenyl)but-2-ynamido]-1-methylpyrazolo[4,3-b]pyridin-3-yl}oxy)cyclohexane-1-carboxylate BrC1=CC(=C(C=C1C)N(C(C#CC)=O)C1=CC=C2C(=N1)C(=NN2C)O[C@H]2CC[C@H](CC2)C(=O)OC(C)(C)C)C2CC2